N-(6-(4-cyanophenyl)thiazolo[4,5-b]pyrazin-2-yl)-4-(2-ethynylphenyl)-6-methylpyridine C(#N)C1=CC=C(C=C1)C=1N=C2C(=NC1)N=C(S2)N2CC=C(C=C2C)C2=C(C=CC=C2)C#C